(2S,3R,4R,5S)-2-(hydroxymethyl)-1-(((S)-1-(2-(trifluoromethyl)phenyl)pyrrolidin-3-yl)methyl)piperidine-3,4,5-triol OC[C@@H]1N(C[C@@H]([C@H]([C@@H]1O)O)O)C[C@H]1CN(CC1)C1=C(C=CC=C1)C(F)(F)F